C[C@]12CC3(CC(C[C@@](C1)(C3)C)C2)NC(NC2=C(C=C(C(=O)NC3CCC(CC3)C(=O)O)C=C2)F)=O (1r,4r)-4-(4-(3-((1r,3r,5s,7r)-3,5-dimethyladamantan-1-yl)ureido)-3-fluorobenzamido)cyclohexane-1-carboxylic acid